C(C1=CC=CC=C1)OC(=O)N1CCC(CC1)NC(C(C)(C)NC(=O)OC(C)(C)C)=O 4-(2-((tert-Butoxycarbonyl)amino)-2-methylpropanamido)piperidine-1-carboxylic acid benzyl ester